NC1=C(C2=C(N=CN=C2)N1C1=C(C(=CC=C1C)O)C)C(=O)N 6-amino-7-(3-hydroxy-2,6-dimethylphenyl)-7H-pyrrolo[2,3-d]pyrimidine-5-carboxamide